C(C)NC1=CC(=CC(=N1)N1C(C2=CC(=CC(=C2C1)C(F)(F)F)COCCO)=O)C1=C(C=NN1C)C1=NN=CN1C 2-(6-(Ethylamino)-4-(1-methyl-4-(4-methyl-4H-1,2,4-triazol-3-yl)-1H-pyrazol-5-yl)pyridin-2-yl)-6-((2-hydroxyethoxy)methyl)-4-(trifluoromethyl)isoindolin-1-one